Methyl 2-[2-[2-(tert-butoxycarbonylamino)ethoxy]ethyl-(2,2,2-trifluoroacetyl)amino]-5-methyl-benzoate C(C)(C)(C)OC(=O)NCCOCCN(C1=C(C(=O)OC)C=C(C=C1)C)C(C(F)(F)F)=O